BrC1=C2C=CNC2=CC(=C1SC=1C=C(C(=O)O)C=CC1)F 3-((4-bromo-6-fluoro-1H-indol-5-yl)thio)benzoic acid